5-{2-acetylamino-3-methylimidazo[1,2-b]pyridazin-6-yl}-N-{[2-fluoro-5-(trifluoromethyl)phenyl]methyl}-2-methoxypyridine-3-carboxamide C(C)(=O)NC=1N=C2N(N=C(C=C2)C=2C=C(C(=NC2)OC)C(=O)NCC2=C(C=CC(=C2)C(F)(F)F)F)C1C